N-(1,3-dihydroxy-2-methylpropan-2-yl)-2-methyl-5-[(2-methyl-1,3-oxazol-5-yl)methoxy]-2H-indazole-3-carboxamide OCC(CO)(C)NC(=O)C=1N(N=C2C=CC(=CC12)OCC1=CN=C(O1)C)C